OC=1C=C(C2=CC=CC=C2C1)[C@@H]1[C@H](CC=2C(=NC(=NC2C1)OC[C@H]1N(CCC1)C)N1[C@H](CN(C[C@@H]1C)C(C=C)=O)C)C 1-[(3S,5S)-4-[(6S,7S)-7-(3-hydroxy-1-naphthyl)-6-methyl-2-[[(2S)-1-methylpyrrolidin-2-yl]methoxy]-5,6,7,8-tetrahydroquinazolin-4-yl]-3,5-dimethylpiperazin-1-yl]prop-2-en-1-one